1-[(5-Methyl-3-pyridyl)methyl]-6-[3-(trifluoromethyl)phenyl]pyrazolo[4,3-b]pyridine CC=1C=C(C=NC1)CN1N=CC2=NC=C(C=C21)C2=CC(=CC=C2)C(F)(F)F